(E)-(4-(((4-((2-(aminomethyl)-3-fluoroallyl)oxy)phenyl)sulfonyl)methyl)-4-methylpiperidin-1-yl)(1-(trifluoromethyl)cyclopropyl)methanone NC/C(/COC1=CC=C(C=C1)S(=O)(=O)CC1(CCN(CC1)C(=O)C1(CC1)C(F)(F)F)C)=C\F